C(C)(C)(C)OC(=O)C1=CN(C=C1)CC(C)(C)O 1-(2-hydroxy-2-methylpropyl)-1H-pyrrole-3-carboxylic acid tert-butyl ester